O1COC2=C1C=CC(=C2)CCC 1-(benzo[d][1,3]dioxol-5-yl)propan